vinyl-3-(methoxycarbonyl)-imidazole C(=C)C1=NC=CN1C(=O)OC